2-[(4R)-4-[2-[5-[(4,6-difluoro-1H-indol-5-yl)oxy]-2-fluoro-phenyl]-1H-imidazol-4-yl]chroman-8-yl]acetic acid FC1=C2C=CNC2=CC(=C1OC=1C=CC(=C(C1)C=1NC=C(N1)[C@@H]1CCOC2=C(C=CC=C12)CC(=O)O)F)F